4-(dimethylamino)benzene-1,2-diamine CN(C=1C=C(C(=CC1)N)N)C